F[C@@H]1[C@@H](CN(CC1)CC1=C2C(=NC(=C1)C(=O)O)C(CO2)(C)C)C 7-{[(3R,4S)-4-fluoro-3-methylpiperidin-1-yl]methyl}-3,3-dimethyl-2H-furo[3,2-b]pyridine-5-carboxylic acid